ethyl (S)-6-acetyl-2,6-diazaspiro[3.4]octane-8-carboxylate C(C)(=O)N1CC2(CNC2)[C@@H](C1)C(=O)OCC